praseodymium gondoate C(CCCCCCCCC\C=C/CCCCCCCC)(=O)[O-].[Pr+3].C(CCCCCCCCC\C=C/CCCCCCCC)(=O)[O-].C(CCCCCCCCC\C=C/CCCCCCCC)(=O)[O-]